N=1C(=CN2C1COCC2)C=2C=C(C=CC2F)S(=O)(=O)N(C)CC2=CC=C(C=C2)OC 3-(5,6-dihydro-8H-imidazo[2,1-c][1,4]oxazine-2-yl)-4-fluoro-N-(4-methoxybenzyl)-N-methylbenzenesulfonamide